FC(C(C)(O)C1=CC=C(C=C1)O)(F)F 4-(1,1,1-trifluoro-2-hydroxypropan-2-yl)phenol